C(C)(C)OC1=C(C2=CC=CC=C2C=C1)CNNC(COC1=CC=CC=C1)=O N'-((2-isopropoxynaphthalen-1-yl)methyl)-2-phenoxyacethydrazide